(4-bromo-3,5-diethoxy-2-methylphenyl)methanol BrC1=C(C(=C(C=C1OCC)CO)C)OCC